7-fluoro-1,2,3,4-tetrahydronaphthalen FC1=CC=C2CCCCC2=C1